CN1N=CC2=CC=C(C=C12)C=1C2=C(NN1)C1=C(C2)SC(=C1)C1=CC=C(CCN2CCOCC2)C=C1 4-(4-(3-(1-Methyl-1H-indazol-6-yl)-1,4-dihydrothieno[2',3':4,5]cyclopenta[1,2-c]pyrazol-6-yl)phenethyl)morpholine